C1(=CC=CC=C1)NC=1NOC2=C(C1)C=CC=C2 N-phenylbenzoxazinamine